2-(dodecylmercaptothiocarbonylthio)propionic acid C(CCCCCCCCCCC)SC(=S)SC(C(=O)O)C